(4Z)-11,11-didecyloxy-4-undecene C(CCCCCCCCC)OC(CCCCC\C=C/CCC)OCCCCCCCCCC